NC1CC2(CS(C2C)(=O)=O)C1 6-amino-1-methyl-2-thiaspiro[3.3]heptane 2,2-dioxide